O=C1C2(N3C(NN1)=CC1=C3N=C(N=C1)NC1=CC=C(C(=O)O)C=C1)CCCCC2 4-((3'-oxo-2',3'-dihydro-1'H-spiro[cyclohexane-1,4'-pyrimido[5',4':4,5]pyrrolo[2,1-c][1,2,4]triazin]-7'-yl)amino)benzoic acid